ClC1=CC=C(S1)C(=O)NC1CCC(CC1)NC1=CC(=NC2=CC=CC=C12)C(F)(F)F 5-chloro-N-[(1s,4s)-4-{[2-(trifluoromethyl)quinolin-4-yl]amino}cyclohexyl]thiophene-2-carboxamide